FC(C(=O)O)(F)F.COC1=CC=C2C(=NC=NC2=C1)N1CC(C1)CCN 2-(1-(7-methoxyquinazolin-4-yl)azetidin-3-yl)ethanamine 2,2,2-trifluoroacetate